BrC1=NC(=CN=C1)Cl 2-Bromo-6-chloropyrazine